2-bromo-1-fluoro-4-(methoxymethyloxy)benzene tert-butyl-((1S,3R)-3-(6-bromo-2-(methylsulfonyl)-1H-imidazo[4,5-c]pyridin-1-yl)cyclohexyl)carbamate C(C)(C)(C)N(C(O)=O)[C@@H]1C[C@@H](CCC1)N1C(=NC=2C=NC(=CC21)Br)S(=O)(=O)C.BrC2=C(C=CC(=C2)OCOC)F